ClC1=CC=2N(C=C1)C(=CN2)C2=CC=CC(=N2)N[C@H]2CN(C[C@@H]2F)C(=O)OC(C)(C)C (3S,4S)-tert-butyl 3-((6-(7-chloroimidazo[1,2-a]pyridin-3-yl)pyridin-2-yl)amino)-4-fluoropyrrolidine-1-carboxylate